COCC(C(=O)N1[C@@H](CCC1)C(F)(F)F)N1N=C(C(=C1)C)[N+](=O)[O-] 3-Methoxy-2-(4-methyl-3-nitro-pyrazol-1-yl)-1-[(2S)-2-(trifluoromethyl)pyrrolidin-1-yl]propan-1-one